COC=1C=C(C=CC1)NC1=C2N=CNC2=NC(=N1)N N6-(3-methoxyphenyl)-9H-purine-2,6-diamine